FC[C@H](CN(CC[C@@H](C(=O)O)NC1=NC=NC2=C(C=CC=C12)C)CCCCC1=NC=2NCCCC2C=C1)OC (S)-4-(((S)-3-fluoro-2-methoxypropyl)(4-(5,6,7,8-tetrahydro-1,8-naphthyridin-2-yl)butyl)amino)-2-((8-methylquinazolin-4-yl)amino)butanoic acid